trimethylamine gallium [Ga].CN(C)C